COCC(CC1=CN=CC(=N1)N1CCC(CC1)C(=O)OCC)COC ethyl 1-(6-(3-methoxy-2-(methoxymethyl)propyl)pyrazin-2-yl)piperidine-4-carboxylate